ethyl 4-chloro-2-(methylthio)-pyrimidine-5-carboxylate ClC1=NC(=NC=C1C(=O)OCC)SC